3-(4-(3-((3-(4-(4-((2-((S)-2-cyano-4,4-difluoropyrrolidin-1-yl)-2-oxoethyl)carbamoyl)pyridin-3-yl)phenoxy)propyl)amino)propoxy)phenyl)isonicotinamide C(#N)[C@H]1N(CC(C1)(F)F)C(CNC(=O)C1=C(C=NC=C1)C1=CC=C(OCCCNCCCOC2=CC=C(C=C2)C2=C(C(=O)N)C=CN=C2)C=C1)=O